1-(1-(6,7-difluoro-3-methyl-4-oxo-3,4-dihydrophthalazin-1-yl)ethyl)-3-(4-fluorophenyl)-1-methylurea FC=1C=C2C(N(N=C(C2=CC1F)C(C)N(C(=O)NC1=CC=C(C=C1)F)C)C)=O